FC1=C(C(=CC=C1NS(=O)(=O)C1=CC(=C(C=C1)C)F)F)C=1C=C2C=NC(=NC2=CC1)NC(C(C)(C)C)=O N-(6-(2,6-difluoro-3-(3-fluoro-4-methylphenylsulfonamido)phenyl)quinazolin-2-yl)pivalamide